2-[1-[6-Methyl-2-(4-methyl-4-morpholino-1-piperidyl)-4-oxo-chromen-8-yl]ethylamino]benzoic acid CC=1C=C2C(C=C(OC2=C(C1)C(C)NC1=C(C(=O)O)C=CC=C1)N1CCC(CC1)(N1CCOCC1)C)=O